N-(5-((4-(5,6-dihydro-4H-pyrrolo[3,2,1-ij]quinolin-1-yl)pyrimidin-2-yl)amino)-4-methoxy-2-(methyl(2-(methyl(methyl-d3)amino)ethyl)amino)phenyl)acetamide methanesulfonate CS(=O)(=O)O.C1(=CN2CCCC3=CC=CC1=C23)C2=NC(=NC=C2)NC=2C(=CC(=C(C2)NC(C)=O)N(CCN(C([2H])([2H])[2H])C)C)OC